OC1=C(C=C(OCC(C#N)(C)C)C=C1)[N+](=O)[O-] 3-(4-hydroxy-3-nitrophenoxy)-2,2-dimethylpropanenitrile